COC1=C(C=CC(=C1)N1CCOCC1)NC1=NC(=C2C(=N1)NN=C2C=2C=NC=CC2)NC2CCOCC2 N6-(2-methoxy-4-morpholinophenyl)-3-(pyridin-3-yl)-N4-(tetrahydro-2H-pyran-4-yl)-1H-pyrazolo[3,4-d]pyrimidine-4,6-diamine